2-methyl-N-(2,2,2-trifluoroethyl)piperidine-1-carboxamide CC1N(CCCC1)C(=O)NCC(F)(F)F